[S].[Mo] molybdenum sulfur